O1CC[C@@H](C2=CC=CC=C12)NC(=O)C=1C=C(C=CC1)C(CCC#N)N1C(NC(CC1=O)(CC)CC)=[NH2+] [1-[1-[3-[[(4S)-chroman-4-yl]carbamoyl]phenyl]-3-cyano-propyl]-4,4-diethyl-6-oxo-hexahydropyrimidin-2-ylidene]ammonium